1-(2-(1-aminoethyl)-6-cyclopropylimidazo[1,2-a]pyridin-8-yl)-3-(2-(benzyloxy)ethyl)imidazolidine-2,4-dione NC(C)C=1N=C2N(C=C(C=C2N2C(N(C(C2)=O)CCOCC2=CC=CC=C2)=O)C2CC2)C1